4-((6-azabicyclo[3.2.0]heptan-3-yl)oxy)-6-(1-methylpyrazol-4-yl)pyrazolo[1,5-a]pyrazine C12CC(CC2NC1)OC=1C=2N(C=C(N1)C=1C=NN(C1)C)N=CC2